7-(5-(1-methylpiperidin-4-yl)-4,5,6,7-tetrahydro-1H-imidazo[4,5-c]pyridin-2-yl)-4-(pyrazolo[1,5-a]pyridin-3-yl)isoindol-1-one CN1CCC(CC1)N1CC2=C(CC1)NC(=N2)C=2C=CC(=C1C=NC(C21)=O)C=2C=NN1C2C=CC=C1